BrC1=CC=C(C=N1)C(C(F)(F)F)N1C[C@H](CCC1)NC(OC(C)(C)C)=O tert-Butyl ((3S)-1-(1-(6-bromopyridin-3-yl)-2,2,2-trifluoroethyl)piperidin-3-yl)carbamate